4-bromo-N-(cyanomethyl)benzamide BrC1=CC=C(C(=O)NCC#N)C=C1